C(#N)C=1C(=CC(=NC1)NC(C1=CN=C(C=C1)C1=C(C=C(C=C1)C1=NOC(=N1)C)F)=O)OCCN(C)C N-(5-cyano-4-(2-(dimethylamino)ethoxy)pyridin-2-yl)-6-(2-fluoro-4-(5-methyl-1,2,4-oxadiazol-3-yl)phenyl)nicotinamide